4-(4,5-dichloro-6-oxo-pyridazin-1-yl)-N-[6-(dimethylamino)-3-pyridyl]-N-methyl-piperidine-1-sulfonamide ClC=1C=NN(C(C1Cl)=O)C1CCN(CC1)S(=O)(=O)N(C)C=1C=NC(=CC1)N(C)C